COC(=O)C1(N(CC(C1)O)C(=O)OC(C)(C)C)CC(=C)CCl (2-(chloromethyl)allyl)-4-hydroxypyrrolidine-1,2-dicarboxylic acid 1-(tert-butyl) 2-methyl ester